CN1N=C2C(N(C=3C=CC(=CC23)C(=O)O)C2=CC=C(C=C2)C(F)(F)F)=C1 2-methyl-4-[4-(trifluoromethyl)phenyl]pyrazolo[4,3-b]indole-7-carboxylic acid